1-(4-((2-ethyl-4-phenylthiazol-5-yl)oxy)pyridin-2-yl)-N4-(2-(4-isopropylpiperazine-1-yl)ethyl)benzene-1,4-diamine C(C)C=1SC(=C(N1)C1=CC=CC=C1)OC1=CC(=NC=C1)C1(CC=C(C=C1)NCCN1CCN(CC1)C(C)C)N